C(C1=CC=CC=C1)OC(=O)N1C(CC(CC1)CN[C@H]1[C@@H](C1)C1=C(C=CC=C1)C(C)=O)F fluoro-4-(((trans-2-(2-acetylphenyl)cyclopropyl)amino)methyl)piperidine-1-carboxylic acid benzyl ester